ClC1=C(C=CC=C1)C=1CCCC2=C(C1C1=C(C(=CC=C1)O[C@H]1CN(CC1)CCCF)C)C=CC(=C2)C(=O)O (R)-8-(2-chlorophenyl)-9-(3-((1-(3-fluoropropyl)pyrrolidin-3-yl)oxy)-2-methylphenyl)-6,7-dihydro-5H-benzo[7]annulene-3-carboxylic acid